ClC1=C(C=CC=C1C(F)(F)F)C=1C(=NN2C1SC(=C2C(C)C)C(=O)N[C@H]2CCOC1=CC=CC=C21)C 7-[2-chloro-3-(trifluoromethyl)phenyl]-N-[(4S)-3,4-dihydro-2H-chromen-4-yl]-6-methyl-3-(propan-2-yl)pyrazolo[5,1-b][1,3]thiazole-2-carboxamide